(9Z,12Z)-(12Z,15Z)-3-((3-(dimethylamino)propanoyl)oxy)henicosa-12,15-dien-1-yl octadeca-9,12-dienoate C(CCCCCCC\C=C/C\C=C/CCCCC)(=O)OCCC(CCCCCCCC\C=C/C\C=C/CCCCC)OC(CCN(C)C)=O